N1(N=NC2=C1C=CC=C2)O[P+](N(C)C)(N(C)C)N(C)C Benzotriazol-1-yloxytris(dimethylamino)phosphonium